vanadium-antimony oxide [Sb]=O.[V]